[(1R,4S)-7,7-dimethyl-2-oxobicyclo[2.2.1]heptan-1-yl]methanesulfonate CC1([C@]2(C(C[C@@H]1CC2)=O)CS(=O)(=O)[O-])C